2,6-dimethoxybenzoyl chloride COC1=C(C(=O)Cl)C(=CC=C1)OC